NCC1=CC=C(C=C1)P(OC(C)(C)C)(OC(C)(C)C)=O Di-tert-butyl (4-(aminomethyl)phenyl)phosphonate